5-[[(2S)-2-[[(2S)-2-[6-(2,5-dioxopyrrol-1-yl)hexanoylamino]-3-methyl-butanoyl]amino]-5-ureido-pentanoyl]amino]benzenesulfonic acid O=C1N(C(C=C1)=O)CCCCCC(=O)N[C@H](C(=O)N[C@H](C(=O)NC=1C=CC=C(C1)S(=O)(=O)O)CCCNC(=O)N)C(C)C